N5-[2-(4,4-dimethyl-1-piperidyl)-3,5-difluoro-phenyl]-N2,N2-dimethyl-thiophene-2,5-disulfonamide CC1(CCN(CC1)C1=C(C=C(C=C1F)F)NS(=O)(=O)C1=CC=C(S1)S(=O)(=O)N(C)C)C